S(=O)(=O)(Cl)Cl sulphuric acid, chloride